3,3'-((((((2-acetylnaphtho[2,3-b]furan-4,9-diyl)bis(oxy))bis(carbonyl))-bis(azanediyl))bis(ethane-2,1-diyl))bis(azanediyl))dipropionic acid ditoluenesulfonate salt monohydrate O.C(C1=CC=CC=C1)S(=O)(=O)O.C(C1=CC=CC=C1)S(=O)(=O)O.C(C)(=O)C1=CC2=C(O1)C(=C1C=CC=CC1=C2OC(=O)NCCNCCC(=O)O)OC(=O)NCCNCCC(=O)O